FC=1C=C2C(C=CN3C2=C(C1N1CCN(CC1)C)OCC3C)=O 9-fluoro-3-methyl-10-(4-methylpiperazin-1-yl)-2H-[1,4]oxazino[2,3,4-ij]quinolin-7(3H)-one